N[C@H]1CS(C2=C(N(C1=O)CC1=CC=C(C=C1)Cl)C=C(C(=C2)F)C2=NC=NC(=C2)C(C)(C)C)(=O)=O (3R)-3-amino-7-(6-tert-butylpyrimidin-4-yl)-5-[(4-chlorophenyl)methyl]-8-fluoro-1,1-dioxo-2,3-dihydro-1λ6,5-benzothiazepin-4-one